2-oxomorpholin-4-carboxamide O=C1CN(CCO1)C(=O)N